FC=1C(=C(C=C(C1)F)C1CCN(CC1)[C@@H]1COC2(CN(C2)C=2OC=NN2)C1)OCC1COC1 (S)-7-(4-(3,5-difluoro-2-(oxetan-3-ylmethoxy)phenyl)piperidin-1-yl)-2-(1,3,4-oxadiazol-2-yl)-5-oxa-2-azaspiro[3.4]octane